4-(2-(6-amino-9H-purin-9-yl)ethoxy)phthalonitrile NC1=C2N=CN(C2=NC=N1)CCOC=1C=C(C(C#N)=CC1)C#N